((allyloxy)carbonyl)-D-alanine C(C=C)OC(=O)N[C@H](C)C(=O)O